C(C)C1=C(C(=CC(=C1)CC)CC)O 2,6-diethyl-4-ethylphenol